COC(=O)C1=NC(=C(C(=C1Cl)N)F)C1=CC=C(C=C1)I 4-amino-3-chloro-5-fluoro-6-(4-iodophenyl)-pyridine-2-carboxylic acid methyl ester